(R)-1-(4-((6-(6-methoxypyrimidin-4-yl)pyrazolo[1,5-a]pyrazin-4-yl)oxy)azepan-1-yl)prop-2-en-1-one COC1=CC(=NC=N1)C=1N=C(C=2N(C1)N=CC2)O[C@H]2CCN(CCC2)C(C=C)=O